(S)-2-(benzo[d]oxazol-2-ylamino)-4-((2-((6-methylpyridin-3-yl)oxy)ethyl)(4-(5,6,7,8-tetrahydro-1,8-naphthyridin-2-yl)butyl)amino)butanoic acid O1C(=NC2=C1C=CC=C2)N[C@H](C(=O)O)CCN(CCCCC2=NC=1NCCCC1C=C2)CCOC=2C=NC(=CC2)C